4-chloro-7-(4-{4-[(2S)-2-formylmorpholin-4-yl]phenyl}piperidin-1-yl)-1H-indole-3-carbonitrile ClC1=C2C(=CNC2=C(C=C1)N1CCC(CC1)C1=CC=C(C=C1)N1C[C@H](OCC1)C=O)C#N